3-[4-(4-aminopiperidin-1-yl)-3-(3,5-difluorophenyl)quinolin-6-yl]-2-(2-hydroxyethoxy)benzonitrile NC1CCN(CC1)C1=C(C=NC2=CC=C(C=C12)C=1C(=C(C#N)C=CC1)OCCO)C1=CC(=CC(=C1)F)F